CC(=CCO)C=CC=CC=C 3-methylnon-2,4,6,8-tetraen-1-ol